ClC=1C(=NC(=NC1)N1[C@@H](CN(CC1)C(=O)OC(C)(C)C)C)N1CC(C1)C(N(C)C(C)(C)C1=CN=C2N1C=CC=C2)=O tert-butyl (R)-4-(5-chloro-4-(3-((2-(imidazo[1,2-a]pyridin-3-yl)propan-2-yl)(methyl)carbamoyl)azetidin-1-yl)pyrimidin-2-yl)-3-methylpiperazine-1-carboxylate